1-(4-(((6-(2-chloro-3-(3-chloro-2-(3-methoxy-4-((methylamino)methyl)phenyl)pyridin-4-yl)phenyl)-2-methoxypyridin-3-yl)methyl)amino)piperidin-1-yl)ethan-1-one ClC1=C(C=CC=C1C1=C(C(=NC=C1)C1=CC(=C(C=C1)CNC)OC)Cl)C1=CC=C(C(=N1)OC)CNC1CCN(CC1)C(C)=O